N1(CCC1)CCCN 3-(azetidin-1-yl)propylamine